ClC(OC1=CC=C(C=C1)OC(=O)C1=CC=CC2=C1N(C=N2)C(C)C)(F)F (4-(chlorodifluoromethoxy) phenyl)-1-isopropyl-1H-benzo[d]imidazole-7-carboxylate